3-iso-propyl-phenyl-tri-(2-phenylbutyl)-aluminum C(C)(C)C=1C=C(C=CC1)CCC(C[Al](CC(CC)C1=CC=CC=C1)CC(CC)C1=CC=CC=C1)C1=CC=CC=C1